BrC=1C2=CC=CC=C2C(=C2C=CC=CC12)C1=CC=CC=2C(C3=CC=CC=C3C12)(C)C 9-bromo-10-(9,9-dimethyl-9H-fluoren-4-yl)anthracene